6-chloro-5-methyl-4-(4,4,5,5-tetramethyl-1,3,2-dioxaborolan-2-yl)pyridine-2-carboxylate ClC1=C(C(=CC(=N1)C(=O)[O-])B1OC(C(O1)(C)C)(C)C)C